C(C)(=O)C1=CC=C(C=C1)S(=O)(=O)N(C(OC(C)(C)C)=O)C tert-butyl (4-acetylphenyl)sulfonyl(methyl)carbamate